3-(3-bromophenyl)-4-((phenylseleno)methyl)cyclopent-2-eneN BrC=1C=C(C=CC1)C1=CC=CC1C[Se]C1=CC=CC=C1